NC1=C(C=C(C=C1Cl)OC)C#CCCCC(=O)OC Methyl 6-(2-amino-3-chloro-5-methoxyphenyl)hex-5-ynoate